FC=1C=C(C=C(C1C=O)OC)C1=C(C(=CC=C1)C1=C(C(=CC=C1)NC=1C2=C(N=CN1)C=CC=N2)C)C 3-fluoro-5-methoxy-2',2''-dimethyl-3''-(pyrido[3,2-d]pyrimidin-4-yl-amino)-[1,1':3',1''-terphenyl]-4-carbaldehyde